5-(5-chloro-2-(4-chloro-1H-1,2,3-triazol-1-yl)phenyl)pyridazin-3(2H)-one ClC=1C=CC(=C(C1)C1=CC(NN=C1)=O)N1N=NC(=C1)Cl